C(C)C1=C2C(=NC=C1)C(=C(N2COCC[Si](C)(C)C)C2=CC(=NC=C2)NC(C)=O)C2=NC=CC=C2 N-{4-[7-ethyl-3-(pyridin-2-yl)-1-{[2-(trimethylsilyl)ethoxy]methyl}-1H-pyrrolo[3,2-b]pyridin-2-yl]pyridin-2-yl}acetamide